(R)-N-(3-chloro-5-(methylsulfonamido)phenyl)-4-(5-fluoro-3-(1-((5-fluoropyridin-3-yl)oxy)ethyl)pyridin-2-yl)-5-methylthiophene-2-carboxamide ClC=1C=C(C=C(C1)NS(=O)(=O)C)NC(=O)C=1SC(=C(C1)C1=NC=C(C=C1[C@@H](C)OC=1C=NC=C(C1)F)F)C